potassium sodium silicon [Si].[Na].[K]